2,4-difluoro-6-hydroxybenzonitrile FC1=C(C#N)C(=CC(=C1)F)O